Cl.CC1(OB(OC1(C)C)C=1C=C(C=CC1)C=1CNCC1)C 3-[3-(4,4,5,5-tetramethyl-1,3,2-dioxaborolan-2-yl)phenyl]-2,5-dihydro-1H-pyrrole hydrochloride